C(C)(=O)O[C@]12C(C(=C(C([C@@H]2C[C@@H]2CC3=C(C=CC(=C3C(C2=C1O)=O)OCCCC)N(C)C)N(C)C)O)C(N)=O)=O (4aS,11aR,12aS)-7-Butoxy-3-carbamoyl-1,10-bis(dimethylamino)-2,5-dihydroxy-4,6-dioxo-1,4a,11,11a,12,12a-hexahydro-4a-naphthacenyl acetate